methyl 2-methyl-6-(pyrazin-2-ylmethoxy)indolizine-3-carboxylate CC=1C=C2C=CC(=CN2C1C(=O)OC)OCC1=NC=CN=C1